2-(1,3-dihydroisobenzofuran-5-yl)-4,4,5,5-tetramethyl-1,3,2-Dioxaborolane C1OCC2=CC(=CC=C12)B1OC(C(O1)(C)C)(C)C